BrC1=CC(=C(S1)C(C)O[Si](C)(C)C(C)(C)C)F [1-(5-bromo-3-fluorothiophen-2-yl)ethoxy](tert-butyl)dimethylsilane